N-(6-(2,6-dichloro-3,5-dimethoxyphenyl)-2-(methylthio)pyrido[3,4-d]pyrimidin-8-yl)cyclopropyl-carboxamide ClC1=C(C(=C(C=C1OC)OC)Cl)C1=CC2=C(N=C(N=C2)SC)C(=N1)NC(=O)C1CC1